ClC=1SC(=CN1)COC1=CC=CC(=N1)C1=CC(=C(CC2=NC3=C(N2C[C@H]2OCC2)C=C(C=C3)C(=O)O)C=C1F)F (S)-2-(4-(6-((2-chlorothiazol-5-yl)methoxy)pyridin-2-yl)-2,5-difluorobenzyl)-1-(oxetan-2-ylmethyl)-1H-benzo[d]imidazole-6-carboxylic acid